COC(C(C#C)O)=O 2-hydroxybut-3-ynoic acid methyl ester